2-amino-6-[2,6-dimethyl-4-(trifluoromethyl)phenyl]-5-(trifluoromethyl)pyrimidin-4-ol NC1=NC(=C(C(=N1)O)C(F)(F)F)C1=C(C=C(C=C1C)C(F)(F)F)C